3-[5-(4-amino-5-{3-fluoro-4-[(4-methylpyrimidin-2-yl)oxy]phenyl}-7H-pyrrolo[2,3-d]pyrimidin-6-yl)-2-ethynylpyridin-4-yl]propan-1-ol NC=1C2=C(N=CN1)NC(=C2C2=CC(=C(C=C2)OC2=NC=CC(=N2)C)F)C=2C(=CC(=NC2)C#C)CCCO